8-bromo-7-(1-(1-ethoxyethyl)-1H-pyrazol-4-yl)-[1,2,4]triazolo[1,5-c]pyrimidin-2-amine BrC=1C=2N(C=NC1C=1C=NN(C1)C(C)OCC)N=C(N2)N